OC(CNC(O[C@@H]1CC[C@H](CC1)C(N(C[C@@H]1CC[C@H](CC1)C1=CC(=C(C=C1)OC)C)C1=CC(=CC=C1)C=1C=NN(C1)C(C)C)=O)=O)(C)C trans-4-((3-(1-Isopropyl-1H-pyrazol-4-yl)phenyl)((trans-4-(4-methoxy-3-methylphenyl) cyclohexyl)methyl) carbamoyl)cyclohexyl (2-hydroxy-2-methylpropyl)carbamate